Nonadecen C=CCCCCCCCCCCCCCCCCC